FC(O[C@H]1C[C@H](C1)OCC(=O)NC12CC(C1)(C2)C=2OC(=NN2)[C@H]2[C@@H](C2)COC(F)(F)F)(F)F 2-[Cis-3-(trifluoromethoxy)cyclobutoxy]-N-[3-[5-[trans-2-(trifluoromethoxymethyl)cyclopropyl]-1,3,4-oxadiazol-2-yl]-1-bicyclo[1.1.1]pentanyl]acetamide